methyl 4-(5-chlorofuran-2-yl)-3-(4-fluorophenyl)-5-methyl-1-(p-tolyl)-4,5-dihydro-1H-pyrazole-5-carboxylate ClC1=CC=C(O1)C1C(=NN(C1(C(=O)OC)C)C1=CC=C(C=C1)C)C1=CC=C(C=C1)F